(3,4-dimethoxy-benzylcarbamoyl)methyl but-3-enoate C(CC=C)(=O)OCC(NCC1=CC(=C(C=C1)OC)OC)=O